[Fe].[Ti] Titanium-iron